COC1=CC=C(C=C1)CN(C1=NC=C(C(=C1)C(=O)OC)NC(=O)C1=NC(=CC=C1)C(F)(F)F)CC1=CC=C(C=C1)OC methyl 2-[bis[(4-methoxyphenyl)methyl]amino]-5-[[6-(trifluoromethyl)pyridine-2-carbonyl]amino]pyridine-4-carboxylate